CC(CC1=CC=C(C=C1)S(=O)(=O)N1CCC(CC1)NC(OC(C)(C)C)=O)C=O tert-Butyl (1-((4-(2-methyl-3-oxopropyl)phenyl)sulfonyl)piperidin-4-yl)carbamate